isobutyl-tin trinitrate [N+](=O)([O-])[O-].[N+](=O)([O-])[O-].[N+](=O)([O-])[O-].C(C(C)C)[Sn+3]